ClC=1C=C(C=CC1)N1N=C2C(N=CC=C2C2=CC(=C(C(=O)O)C=C2)C2CCCC2)=C1 4-(2-(3-chlorophenyl)-2H-pyrazolo[4,3-b]pyridin-7-yl)-2-cyclopentyl-benzoic acid